2-bromo-N-(2-methoxy-4-nitrophenyl)acetamide BrCC(=O)NC1=C(C=C(C=C1)[N+](=O)[O-])OC